2-(((1r,4r)-4-((phenyl(p-tolyl)carbamoyl-oxy)methyl)cyclohexyl)methoxy)acetic acid C1(=CC=CC=C1)N(C(=O)OCC1CCC(CC1)COCC(=O)O)C1=CC=C(C=C1)C